(s)-4-(4-(2,2-Difluoroethyl)-1-((5-methoxy-7-methyl-1H-indol-4-yl)methyl)piperazin-2-yl)-2-propionamidobenzoic acid FC(CN1C[C@@H](N(CC1)CC1=C2C=CNC2=C(C=C1OC)C)C1=CC(=C(C(=O)O)C=C1)NC(CC)=O)F